F[B-](F)(F)F.[Li+] LITHIUM TETRAFLUOROBORATE